C(CCC)OC1=C(C=C(C=C1)CC(C(=O)O)CC)CNC(C1=C(C=C(C=C1)C(F)(F)F)F)=O 4-butoxy-α-ethyl-3-[[[2-fluoro-4-(trifluoromethyl)benzoyl]amino]methyl]-benzenepropanoic acid